6-(6'-amino-2'-fluoro-5-(4-methylpiperazin-1-yl)-[2,3'-bipyridin]-5'-yl)-3,4-dihydroisoquinolin-1(2H)-one acetate C(C)(=O)O.NC1=C(C=C(C(=N1)F)C1=NC=C(C=C1)N1CCN(CC1)C)C=1C=C2CCNC(C2=CC1)=O